N1=C(C=NC=C1)C=1C=NC=2CCN=CC2C1 3-(pyrazin-2-yl)-7,8-dihydro-1,6-naphthyridin